(rac)-5-[6,7-dihydrospiro[pyrazolo[5,1-c][1,4]oxazine-4,3'-pyrrolidin]-2-yl]-3-(trifluoromethyl)pyridin-2-amine N1C[C@@]2(CC1)OCCN1C2=CC(=N1)C=1C=C(C(=NC1)N)C(F)(F)F |r|